NC1CC(CN(C1)C(=O)OC(C)(C)C)(F)F tert-butyl 5-amino-3,3-difluoro-piperidine-1-carboxylate